FC(C1=CC=C(C=C1)S(=O)(=O)NCC1CN(C1)C(=O)N1C[C@H](CC1)C(=O)N)(F)F (3S)-1-[3-[[[4-(Trifluoromethyl)phenyl]sulfonylamino]methyl]azetidine-1-carbonyl]pyrrolidine-3-carboxamide